NC1=C2NC(N(C2=NC(=N1)[P@@](=O)(CCC)C)CC=1C=NC(=CC1)NCCN(C)C)=O 6-amino-9-[[6-[2-(dimethylamino)ethylamino]-3-pyridyl]methyl]-2-[(S)-methyl(propyl)phosphoryl]-7H-purin-8-one